ethyl 2-(6-cyano-2-((5-methoxy-7-methyl-1H-indol-4-yl)-methyl)-2H-indazol-7-yl)acetate C(#N)C=1C=CC2=CN(N=C2C1CC(=O)OCC)CC1=C2C=CNC2=C(C=C1OC)C